N-(4-decylphenyl)-3,8-diazabicyclo[3.2.1]octane-3-carboxamide hydrochloride Cl.C(CCCCCCCCC)C1=CC=C(C=C1)NC(=O)N1CC2CCC(C1)N2